3-(3-Methyl-2-oxo-5-{3-[2-(piperazin-1-yl)ethoxy]phenyl}-1,3-benzodiazol-1-yl)piperidine-2,6-dione trifluoroacetate FC(C(=O)O)(F)F.CN1C(N(C2=C1C=C(C=C2)C2=CC(=CC=C2)OCCN2CCNCC2)C2C(NC(CC2)=O)=O)=O